[C@@H]12N(C[C@@H](NC1)C2)CC2=CC=C(C(=O)NC=1SC3=C(N1)C=CC=C3)C=C2 4-(((1S,4S)-2,5-diazabicyclo[2.2.1]hept-2-yl)methyl)-N-(benzo[d]thiazol-2-yl)benzamide